N'-acetyl-4-amino-N',1-dimethyl-N-((1-methyl-2-phenyl-1H-imidazol-5-yl)methyl)-1H-pyrazolo[4,3-c]quinoline-8-carbohydrazide C(C)(=O)N(N(C(=O)C1=CC=2C3=C(C(=NC2C=C1)N)C=NN3C)CC3=CN=C(N3C)C3=CC=CC=C3)C